(S)-N4-(6-(1-amino-1,3-dihydrospiro[indene-2,4'-piperidine]-1'-yl)-1H-pyrazolo[3,4-b]pyrazin-3-yl)-3-chloropyridine-2,4-diamine N[C@@H]1C2=CC=CC=C2CC12CCN(CC2)C2=CN=C1C(=N2)NN=C1NC1=C(C(=NC=C1)N)Cl